FC1=C(C=C(C=C1)C1=NC=CC=C1C=1C=C2C(=NC=NC2=CC1)NC=1C=C(C(=O)N)C=CC1)C 3-((6-(2-(4-Fluoro-3-methylphenyl)pyridin-3-yl)quinazolin-4-yl)amino)benzamide